3'-(3-chloro-2-methoxyanilino)-2'-(3-{[(2R)-5,5-dimethyl-1,4-dioxan-2-yl]methoxy}pyridin-4-yl)-1',7'-dihydrospiro[cyclopropane-1,6'-pyrrolo[3,2-c]pyridin] ClC=1C(=C(NC2=C(NC3=C2C=NC2(C3)CC2)C2=C(C=NC=C2)OC[C@H]2OCC(OC2)(C)C)C=CC1)OC